(S)-3-((2S,4R)-1-((S)-2-(1-fluorocyclopropanecarboxamido)-3,3-dimethylbutanoyl)-4-hydroxypyrrolidine-2-carboxamido)-3-(4-(4-methylthiazol-5-yl)phenyl)propanoic acid FC1(CC1)C(=O)N[C@H](C(=O)N1[C@@H](C[C@H](C1)O)C(=O)N[C@@H](CC(=O)O)C1=CC=C(C=C1)C1=C(N=CS1)C)C(C)(C)C